CC1=C(OC2CNC2)C=CC(=C1)COC=1C=NC=CC1 3-(2-methyl-4-((pyridin-3-yloxy)methyl)phenoxy)azetidine